tert-Butyl-4-(5-((2-((2-(dimethylamino)-1H-benzo[d]imidazol-6-yl)amino)-5-fluoropyrimidin-4-yl)Amino)pyridin-2-yl)piperazine-1-carboxylate C(C)(C)(C)OC(=O)N1CCN(CC1)C1=NC=C(C=C1)NC1=NC(=NC=C1F)NC=1C=CC2=C(NC(=N2)N(C)C)C1